tert-butyl 1-methyl-2-((2-methyl-3-(4-methyl-5-nitropyridin-3-yl) phenyl) carbamoyl)-1,4,6,7-tetrahydro-5H-imidazo[4,5-c]pyridine-5-carboxylate CN1C(=NC=2CN(CCC21)C(=O)OC(C)(C)C)C(NC2=C(C(=CC=C2)C=2C=NC=C(C2C)[N+](=O)[O-])C)=O